6-bromo-1-methyl-3-(4,4,5,5-tetramethyl-1,3,2-dioxaborolan-2-yl)-1H-indazole BrC1=CC=C2C(=NN(C2=C1)C)B1OC(C(O1)(C)C)(C)C